tert-Butyl N-[endo-8-{7-[4-chloro-2-(cyanomethyl)-2H-indazol-5-yl]-5-{[2-(trimethylsilyl)ethoxy]methyl}-5H-pyrrolo[2,3-b]pyrazin-3-yl}-8-azabicyclo[3.2.1]octan-3-yl]carbamate ClC=1C2=CN(N=C2C=CC1C1=CN(C2=NC(=CN=C21)N2C1CC(CC2CC1)NC(OC(C)(C)C)=O)COCC[Si](C)(C)C)CC#N